[3-[2-[(2S)-2-[(3R)-3-benzyloxybutoxy]propoxy]pyrimidin-4-yl]-1-tetrahydropyran-2-yl-indazol-5-yl]oxy-tert-butyl-dimethyl-silane Monolithium orthoborat B([O-])(O)O.[Li+].C(C1=CC=CC=C1)O[C@@H](CCO[C@H](COC1=NC=CC(=N1)C1=NN(C2=CC=C(C=C12)O[Si](C)(C)C(C)(C)C)C1OCCCC1)C)C